4-methoxy-N-(4-((2-(4-methoxypiperidin-1-yl)pyrimidin-5-yl)oxy)-3-methyl-phenyl)cyclohexane-1-carboxamide COC1CCC(CC1)C(=O)NC1=CC(=C(C=C1)OC=1C=NC(=NC1)N1CCC(CC1)OC)C